Methyl methyl-D-prolinate CN1[C@H](CCC1)C(=O)OC